COC([C@H](F)Br)=O.O1CCC2=C1C=CC(=C2)C=2C=C(C=NC2)C(=O)N2CCOC1=C2C=CC(=C1)F (5-(2,3-dihydro-5-benzofuranyl)-3-pyridinyl)(7-fluoro-2,3-dihydro-4H-1,4-benzoxazin-4-yl)methanone methyl-(2R)-2-bromo-2-fluoroacetate